[Na].NC=1C=C(C=CC1)C1=CC=CC=2N(C(NC21)=O)C2CCN(CC2)C(=O)NC2=CC(=C(C=C2)Cl)Cl 4-[4-(3-aminophenyl)-2-oxo-2,3-dihydro-1H-1,3-benzodiazol-1-yl]-N-(3,4-dichlorophenyl)piperidine-1-carboxamide Sodium